[I-].[Na+] Natrium Iodid